(4-methoxybenzyl)quinoline-3,4-diamine COC1=CC=C(CC2=NC3=CC=CC=C3C(=C2N)N)C=C1